CN(CCNC(=O)CN1C[C@H](CC1)NC)C (3S)-N-[2-(dimethylamino)ethyl]-3-(methylamino)pyrrolidine-1-carboxyamide